(R)-4-(3-(8-Aminopyrido[3,4-d]pyrimidin-2-yl)-4-methylphenyl)-2-(thiazol-2-yl)but-3-yn-2-ol NC1=NC=CC2=C1N=C(N=C2)C=2C=C(C=CC2C)C#C[C@@](C)(O)C=2SC=CN2